hexylbenzoat C(CCCCC)OC(C1=CC=CC=C1)=O